N-(prop-2-enoyl)-L-methionine C(C=C)(=O)N[C@@H](CCSC)C(=O)O